BrC[Si](C(C)C)(C(C)C)C(C)C (bromomethyl)triisopropylsilane